R-methyl 2,6-dimethylphenylaminopropionate CC1=C(C(=CC=C1)C)N[C@@H](C(=O)OC)C